6-(2-chloro-6-fluorophenyl)-2-((3-methyl-5-trifluoromethyl-4-(4-methylpiperazin-1-yl)phenyl)amino)-8,9-dihydroimidazo[1,2-a]pyrimido[5,4-e]pyrimidin-5(6H)-one ClC1=C(C(=CC=C1)F)N1C=2N(C3=C(C1=O)C=NC(=N3)NC3=CC(=C(C(=C3)C(F)(F)F)N3CCN(CC3)C)C)CCN2